(E)-2-(2-naphthalenebenzylidene)-1-tetralone C1=C(C=CC2=CC=CC=C12)C1=CC=CC=C1\C=C/1\C(C2=CC=CC=C2CC1)=O